1,14-diaminotetradecene NC=CCCCCCCCCCCCCN